BrC1=C(C(=NN1COCC[Si](C)(C)C)C1=CC=NC=C1)C 4-(5-bromo-4-methyl-1-((2-(trimethylsilyl)ethoxy)methyl)-1H-pyrazol-3-yl)pyridine